phenylpropionamidobutyric acid C1(=CC=CC=C1)CCC(=O)NC(C(=O)O)CC